3-(2,4-dihydroxy-5-isopropylphenyl)-N-ethyl-4-(1,2,3,4-tetrahydroisoquinolin-6-yl)isoxazole-5-carboxamide OC1=C(C=C(C(=C1)O)C(C)C)C1=NOC(=C1C=1C=C2CCNCC2=CC1)C(=O)NCC